hexafluoro-2,2-Bis(3-amino-4-hydroxyphenyl)propane FC(C(C(F)(F)F)(C1=CC(=C(C=C1)O)N)C1=CC(=C(C=C1)O)N)(F)F